O=C1CCCN2C1=C(C1=CC=CC=C21)CC(=O)O 2-(9-oxo-6,7,8,9-tetrahydropyrido[1,2-a]indol-10-yl)acetic acid